2-(10-chloro-decyloxy)-tetrahydropyran ClCCCCCCCCCCOC1OCCCC1